6-(2,4-dimethoxypyrimidin-5-yl)-8-((1S,2S)-2-(5-(trifluoromethyl)pyrimidin-2-yl)cyclopropyl)imidazo[1,2-b]pyridazine COC1=NC=C(C(=N1)OC)C=1C=C(C=2N(N1)C=CN2)[C@@H]2[C@H](C2)C2=NC=C(C=N2)C(F)(F)F